(rac)-tert-butyl-2'-[6-amino-5-(trifluoromethoxy)pyridin-3-yl]-5',6'-dihydrospiro[pyrrolidine-3,4'-pyrrolo[1,2-b]pyrazole]-1-carboxylate C(C)(C)(C)OC(=O)N1C[C@]2(CCN3N=C(C=C32)C=3C=NC(=C(C3)OC(F)(F)F)N)CC1 |r|